CN1C(C=C(C=C1)CCN[C@H](C1=CC=CC=C1)[C@H]1CNC2=C(N1)N=CC(=C2)C=2C=NN(C2)C)=O 1-methyl-4-(2-(((R)-((R)-7-(1-methyl-1H-pyrazol-4-yl)-1,2,3,4-tetrahydropyrido[2,3-b]pyrazin-3-yl)(phenyl)methyl)amino)ethyl)pyridin-2(1H)-one